1,3-Dimethyl-3-(3-methyl-2-oxobutyl)indolin-2-one CN1C(C(C2=CC=CC=C12)(CC(C(C)C)=O)C)=O